N4-behenoyl-l-beta-D-arabinofuranosylcytosine C(CCCCCCCCCCCCCCCCCCCCC)(=O)N(C1=NC(NC=C1)=O)[C@H]1[C@@H](O)[C@H](O)[C@H](O1)CO